tert-butyl 4-(1-(3-amino-6-(2-hydroxyphenyl)pyridazin-4-yl)-1H-pyrazol-4-yl)-3,3-difluoropiperidine-1-carboxylate NC=1N=NC(=CC1N1N=CC(=C1)C1C(CN(CC1)C(=O)OC(C)(C)C)(F)F)C1=C(C=CC=C1)O